NC[C@@H]1CN(CC1)C1=NC2=C(N1CC1=CC=C(C#N)C=C1)C=CC=C2 (R)-4-((2-(3-(aminomethyl)pyrrolidin-1-yl)-1H-benzo[d]imidazol-1-yl)methyl)benzonitrile